C(#C)C1=CC=C(C=C1)C(C)NC 1-(4-ethynylphenyl)-N-methylethan-1-amine